2-[6-[[(1S,3R)-3-(aminomethyl)cyclopentyl]amino]-3-pyridyl]pyridazin-3-one NC[C@H]1C[C@H](CC1)NC1=CC=C(C=N1)N1N=CC=CC1=O